C(C)C1=C(C(=CC(=C1)CC)CC)S(=O)[O-].[K+].C(=O)(O)CNC(CCC1C2=C(C3=C(C(=C(N3)C=C3C(=C(C(C=C4C(=C(C(=CC(C1C)=N2)N4)C)CC)=N3)C)CC)C)C(=O)NCC(=O)O)C)=O (7-(3-((carboxymethyl)amino)-3-oxopropyl)-13,18-diethyl-2,5,8,12,17-pentamethyl-7h,8h-porphyrin-3-carbonyl)glycine potassium 2,4,6-triethylbenzenesulfinate